[Na].F[P]F difluorophosphorus Sodium